7-Amino-3,4-dihydroisoquinolin-1(2H)-one NC1=CC=C2CCNC(C2=C1)=O